β-Naphthoflavon C1=CC=C(C=C1)C2=CC(=O)C3=C(O2)C=CC4=CC=CC=C43